3-(3-phenoxyphenyl)propanoic acid O(C1=CC=CC=C1)C=1C=C(C=CC1)CCC(=O)O